(1R,3S)-3-(3-{[(4-methyl-1,3-oxazol-2-yl)acetyl]-amino}-1H-pyrazol-5-yl)-cyclopentyl (2S)-2-meth-ylpyrrolidine-1-carboxylate C[C@@H]1N(CCC1)C(=O)O[C@H]1C[C@H](CC1)C1=CC(=NN1)NC(CC=1OC=C(N1)C)=O